7-[5-(5-{4,7-diazaspiro[2.5]octan-7-yl}-1,3,4-thiadiazol-2-yl)-4-(isopropylamino)pyridin-2-yl]pyrrolo[1,2-b]pyridazine-3-carbonitrile C1CC12NCCN(C2)C2=NN=C(S2)C=2C(=CC(=NC2)C2=CC=C1N2N=CC(=C1)C#N)NC(C)C